C(CCCCCCCCCCCCCCCCCCCCCCCCCCCCCCCCCCCCCCC)(=O)[O-] n-tetracontanoate